(R)-6-(((1-(1-(tert-butyl)piperidin-4-yl)-1H-1,2,3-triazol-4-yl)(2,4-dimethylthiazol-5-yl)methyl)amino)-8-chloro-4-((3-chloro-4-fluorophenyl)amino)quinoline-3-carbonitrile C(C)(C)(C)N1CCC(CC1)N1N=NC(=C1)[C@H](C1=C(N=C(S1)C)C)NC=1C=C2C(=C(C=NC2=C(C1)Cl)C#N)NC1=CC(=C(C=C1)F)Cl